N-[[3-(hydrazinocarbonyl)isoxazol-5-yl]methyl]-N-(3-pyridyl)ethanesulfonamide N(N)C(=O)C1=NOC(=C1)CN(S(=O)(=O)CC)C=1C=NC=CC1